OC1C(C(NC2=CC=C(C=C12)OC)C(=O)OCC)CCCCC Ethyl 4-hydroxy-6-methoxy-3-pentyl-1,2,3,4-tetrahydroquinoline-2-carboxylate